(Thianthrenium) hexafluorophosphate F[P-](F)(F)(F)(F)F.C1=CC=CC=2[SH+]C3=CC=CC=C3SC12